N-[4-(2,4-Dimethylphenyl)-6-[4-(1-methyl-4-piperidyl)phenoxy]-5-(2,2,2-trifluoroethyl)pyrimidin-2-yl]-1-methyl-pyrazole-4-sulfonamide CC1=C(C=CC(=C1)C)C1=NC(=NC(=C1CC(F)(F)F)OC1=CC=C(C=C1)C1CCN(CC1)C)NS(=O)(=O)C=1C=NN(C1)C